NC1=C(C(=O)NC2CCC(CC2)O)C=C(C=N1)C1=CC=C(C=C1)C1CNCC1 2-amino-N-((1r,4r)-4-hydroxycyclohexyl)-5-(4-(pyrrolidin-3-yl)phenyl)nicotinamide